CC1(C(SCC1)=O)C 3,3-Dimethyldihydro-2(3H)-thiophenon